6-chloro-7-fluoro-2-(5-fluoro-4H-1,2,4-triazol-3-yl)-5-methoxy-3-(1H-pyrazol-4-yl)-1H-indole ClC1=C(C=C2C(=C(NC2=C1F)C1=NN=C(N1)F)C=1C=NNC1)OC